CC(C(CC=CCC)C(=O)O)C(=O)O oct-5-ene-2,3-dicarboxylic acid